BrC1=CC=CC=2SC3=C(C21)C=CC=C3 1-Bromodibenzothiophene